2-(2,4-dichlorophenyl)-1-(2-hydroxyethyl)-5-(1H-pyrrolo[2,3-b]pyridin-4-yl)-1H-pyrrole-3-carboxamide ClC1=C(C=CC(=C1)Cl)C=1N(C(=CC1C(=O)N)C1=C2C(=NC=C1)NC=C2)CCO